(S)-(1-((1H-indol-3-yl)methyl)-6,7-dimethoxy-3,4-dihydroisoquinoline-2(1H)-yl)(morpholine) N1C=C(C2=CC=CC=C12)C[C@@H]1N(CCC2=CC(=C(C=C12)OC)OC)N1CCOCC1